C1(CCC(N1C(C(=O)[O-])CCCCNC(CCN1C(C=CC1=O)=O)=O)=O)=O succinimidyl-6-(maleimidopropionamido)hexanoate